5-(4-methoxy-1,3-thiazol-2-yl)-2-{3-[(3S)-3-(prop-2-yl)piperazin-1-yl]-1,2,4-triazin-6-yl}phenol COC=1N=C(SC1)C=1C=CC(=C(C1)O)C1=CN=C(N=N1)N1C[C@@H](NCC1)C(C)C